4-[1-(3,5,5,8,8-pentamethyl-tetralin-2-yl)vinyl]benzoic acid CC1C(CC=2C(C=CC(C2C1)(C)C)(C)C)C(=C)C1=CC=C(C(=O)O)C=C1